3,6,8-trichloropyrido[3,4-c]pyridazine ClC1=CC2=C(N=N1)C(=NC(=C2)Cl)Cl